OC(C(CO)(O)CO)S(=O)(=O)O 1,3-dihydroxy-2-(hydroxymethyl)-2-hydroxypropanesulfonic acid